diethyl 2-ethyl-2-propylmalonate C(C)C(C(=O)OCC)(C(=O)OCC)CCC